C(CCCCCCCC)N(CCN(CCN1CCN(CC1)C(=O)OC(C)(C)C)CCCCCCCCC)CCCCCCCCC tert-Butyl 4-(2-((2-(dinonylamino)ethyl)(nonyl)amino)ethyl)piperazine-1-carboxylate